1-(3,3-difluorocyclobutyl) ethylmethanesulfonate C(C)CS(=O)(=O)OC1CC(C1)(F)F